benzyl (S)-(4-bromo-1,1-dicyclopropyl-3-oxobutan-2-yl)carbamate BrCC([C@H](C(C1CC1)C1CC1)NC(OCC1=CC=CC=C1)=O)=O